ClC1=CC=C(C=C1)C1=NC(C=2C(C3=C1C=C(C=C3)OC)=CN(C(C2)=O)C)CNC(OC(C)(C)C)=O tert-butyl ((7-(4-chlorophenyl)-9-methoxy-2-methyl-3-oxo-3,5-dihydro-2H-benzo[c]pyrido[3,4-e]azepin-5-yl)methyl)carbamate